4-(2-methoxyphenyl)-6-methyl-N-(5-{pyrazolo[1,5-a]pyridine-2-carbonyl}-4H,5H,6H-pyrrolo[3,4-d][1,3]thiazol-2-yl)pyridine-3-carboxamide COC1=C(C=CC=C1)C1=C(C=NC(=C1)C)C(=O)NC=1SC2=C(N1)CN(C2)C(=O)C2=NN1C(C=CC=C1)=C2